(E)-2-((4-(benzyloxy)-1H-indol-3-yl)methylene)-1-(4-chlorophenyl)hydrazin-1-ium C(C1=CC=CC=C1)OC1=C2C(=CNC2=CC=C1)\C=N\[NH2+]C1=CC=C(C=C1)Cl